C(C)(C)(C)C1=CC=C(CNC(=O)C2=CC=C3C(=C(N(C3=C2)CC(C)C)C)CC=2C=CC(=C(OCC(=O)OC(C)(C)C)C2)Cl)C=C1 tert-butyl 2-(5-((6-((4-(tert-butyl)benzyl)carbamoyl)-1-isobutyl-2-methyl-1H-indol-3-yl)methyl)-2-chlorophenoxy)acetate